1,2-dithiazin S1SN=CC=C1